2-[[2,4-dimethylazetidine-1-carbonyl]amino]-4-[[3-fluoro-2-methoxy-propyl]-[4-(5,6,7,8-tetrahydro-1,8-naphthyridin-2-yl)butyl]amino]butanoic acid CC1N(C(C1)C)C(=O)NC(C(=O)O)CCN(CCCCC1=NC=2NCCCC2C=C1)CC(CF)OC